[O-]P([O-])OP([O-])[O-].[Ni+2].[Ni+2] nickel diphosphite